C(C)(C)(C)OC(=O)N(S(=O)(=O)C=1C=C2CN(C(C2=CC1)=O)C(=O)OC(C)(C)C)C1CC1 tert-Butyl 5-(N-(tert-butoxycarbonyl)-N-cyclopropylsulfamoyl)-1-oxoisoindoline-2-carboxylate